CC(C(=O)C1=CC=C(C=N1)NC(OC(C)(C)C)=O)(C)C=1C=NN(C1)C([2H])([2H])[2H] tert-butyl (6-(2-methyl-2-(1-(methyl-d3)-1H-pyrazol-4-yl)propionyl)pyridin-3-yl)carbamate